9,10-bis(3-bromophenyl)anthracene (1-((tert-butoxycarbonyl)amino)cyclopropyl)methyl-(S)-1-(4-fluorophenyl)-3,4-dihydroisoquinoline-2(1H)-carboxylate C(C)(C)(C)OC(=O)NC1(CC1)COC(=O)N1[C@H](C2=CC=CC=C2CC1)C1=CC=C(C=C1)F.BrC=1C=C(C=CC1)C=1C2=CC=CC=C2C(=C2C=CC=CC12)C1=CC(=CC=C1)Br